7-(2-(dimethylamino)ethoxy)-2-(pyridin-4-yl)pyrrolo[1,2-a]quinoxalin-4(5H)-one CN(CCOC=1C=C2NC(C=3N(C2=CC1)C=C(C3)C3=CC=NC=C3)=O)C